NC1=NC=NC(=C1N1S(N=C(C2=C1N=C(C(=C2)Cl)C2=C(C=CC=C2)F)N2C[C@H](N(C[C@@H]2C)C(C=C)=O)C)(=O)=O)C(C)C 1-((2R,5S)-4-(1-(4-Amino-6-isopropylpyrimidin-5-yl)-6-chloro-7-(2-fluorophenyl)-2,2-dioxido-1H-pyrido[2,3-c][1,2,6]thiadiazin-4-yl)-2,5-dimethylpiperazin-1-yl)prop-2-en-1-one